COC1=C(CNC=C(C(=O)OCC)C2=C(C(=O)OCC)C=C(C(=C2)OC)OC)C=CC(=C1)OC ethyl 2-(1-((2,4-dimethoxybenzyl)amino)-3-ethoxy-3-oxoprop-1-en-2-yl)-4,5-dimethoxybenzoate